methyl (S)-9-(hydroxymethyl)-7-(1-methylcyclopropyl)-5,6,7,8-tetrahydroacridine-2-carboxylate OCC=1C=2C[C@H](CCC2N=C2C=CC(=CC12)C(=O)OC)C1(CC1)C